FC1=C(C=C(C(=C1)C(F)(F)F)F)[C@H](NC(=O)[C@@H]1N([C@@H]2C[C@@H]2C1)C(=O)C1=C(C(=NO1)C)C)C1COC1 (1R,3R,5R)-N-((R)-(2,5-difluoro-4-(trifluoromethyl)phenyl)(oxetan-3-yl)methyl)-2-(3,4-dimethylisoxazole-5-carbonyl)-2-azabicyclo[3.1.0]hexane-3-carboxamide